ONC(NCCC[C@H](N)C(=O)O)=N omega-hydroxyarginine